C(CCCCCCC(C)C)OCCCN Isodecyloxypropylamin